(S)-2-((((9H-fluoren-9-yl)methoxy)carbonyl)amino)-3-(5-chloro-2-(pyridin-3-yl)phenyl)propanoic acid C1=CC=CC=2C3=CC=CC=C3C(C12)COC(=O)N[C@H](C(=O)O)CC1=C(C=CC(=C1)Cl)C=1C=NC=CC1